NC(C(=O)O)C(=O)N 2,3-diamino-3-oxopropionic acid